CNC(C1=C(C=CC=C1)SSC1=C(C(=O)NC)C=CC=C1)=O N,N'-dimethyl-2,2'-dithiodibenzoamide